5-(3-(trifluoromethyl)phenyl)-N-(3-(3,3,3-trifluoro-2-hydroxy-2-methylpropyl)-1,2,4-thiadiazol-5-yl)furan-3-carboxamide FC(C=1C=C(C=CC1)C1=CC(=CO1)C(=O)NC1=NC(=NS1)CC(C(F)(F)F)(C)O)(F)F